sulfobutylether, sodium salt [Na+].S(=O)(=O)([O-])CCCCOCCCCS(=O)(=O)[O-].[Na+]